COC1=NC(=C(C2=C1CN(C2)C(CC2CN(C2)C=2C=NC=NC2)=O)C)C 1-(4-methoxy-6,7-dimethyl-1,3-dihydro-2H-pyrrolo[3,4-c]pyridin-2-yl)-2-[1-(pyrimidin-5-yl)azetidin-3-yl]ethanone